BrC1=CC2=C(C(=N1)NC=1C(=C(C(=C(C(=O)NCC)C1)Cl)F)F)N(C=N2)C(C)C 5-((6-bromo-3-isopropyl-3H-imidazo[4,5-c]pyridin-4-yl)amino)-2-chloro-N-ethyl-3,4-difluorobenzamide